C(C)(C)(C)OC(=O)NCCCCNC1CC(C1)NC1=NC=C(C(=N1)C1=CNC2=C(C(=CC=C12)C(=O)OC)P(=O)(C)C)C(F)(F)F methyl 3-(2-(((1r,3r)-3-((4-((tert-butoxycarbonyl) amino) butyl) amino) cyclobutyl) amino)-5-(trifluoromethyl) pyrimidin-4-yl)-7-(dimethylphosphoryl)-1H-indole-6-carboxylate